N-[1-[3-chloro-5-(trifluoromethyl)pyridin-2-yl]ethyl]-5-[5-(trifluoromethyl)-1,2,4-oxadiazol-3-yl]pyrimidin-2-amine ClC=1C(=NC=C(C1)C(F)(F)F)C(C)NC1=NC=C(C=N1)C1=NOC(=N1)C(F)(F)F